[Mo].[W].[Ta] tantalum tungsten molybdenum